BrC=1C=C(CN2[C@H](CCC2)C(=O)N[C@@H](C)C2=CC(=C(C(=O)OC)C=C2)O)C=CC1 methyl 4-((S)-1-((R)-1-(3-bromobenzyl)pyrrolidine-2-carboxamido)ethyl)-2-hydroxybenzoate